L-lactic acid benzyl ester C(C1=CC=CC=C1)OC([C@@H](O)C)=O